O=C1OC2(C=3C=NC=CC31)CCC(CC2)C(=O)N 1'-oxo-1'H-spiro[cyclohexane-1,3'-furo[3,4-c]pyridine]-4-carboxamide